6,7,8-trichloro-4-hydroxy-3-nitro-1,5-naphthyridin ClC=1N=C2C(=C(C=NC2=C(C1Cl)Cl)[N+](=O)[O-])O